2-((diisobutylamino)methyl)quinolin-4(1H)-one C(C(C)C)N(CC(C)C)CC=1NC2=CC=CC=C2C(C1)=O